CC1(COC(C2=C(C=CC=C12)OC)CNC)C 1-((4,4-dimethyl)-8-methoxyisochroman-1-yl)-N-methyl-methylamine